(2S)-6-(benzyloxy)-2,5,7,8-tetramethyl-2-(4-methyl-2-(phenylsulfonyl)pent-3-en-1-yl)chromane heptatriaconta-6,9,28,31-tetraen-19-yl-4-(dimethylamino)butanoate CCCCCC=CCC=CCCCCCCCCC(CCCCCCCCC=CCC=CCCCCC)OC(CCCN(C)C)=O.C(C1=CC=CC=C1)OC=1C(=C2CC[C@](OC2=C(C1C)C)(CC(C=C(C)C)S(=O)(=O)C1=CC=CC=C1)C)C